(S)-5-(4-(prop-1-yn-1-yl)-3-(trifluoromethyl)phenyl)-6-methyl-3,6-dihydro-2H-1,3,4-oxadiazin-2-one C(#CC)C1=C(C=C(C=C1)C1=NNC(O[C@H]1C)=O)C(F)(F)F